C(#N)C1=C2C=C(NC2=CC=C1)C(=O)N1[C@@H]([C@H]2C([C@H]2C1)(C)C)C(=O)N[C@H](C=O)C[C@H]1C(NCC1)=O (1R,2S,5S)-3-(4-Cyano-1H-indole-2-carbonyl)-6,6-dimethyl-N-((S)-1-oxo-3-((S)-2-oxopyrrolidin-3-yl)propan-2-yl)-3-azabicyclo[3.1.0]hexane-2-carboxamide